[Re].[Os] osmium-rhenium